C1(=CC=CC=C1)C=1C(=C(C(=C(C(=O)N)C1C)C)C1=CC=CC=C1)C diphenyl-(2,4,6-trimethyl-benzamide)